5-(methyl-d3)-2H-tetrazole C(C=1N=NNN1)([2H])([2H])[2H]